2-[(3R)-3-[2-[3-[6-[8-(1,3-benzothiazol-2-ylcarbamoyl)-3,4-dihydro-1H-isoquinolin-2-yl]-2-tert-butoxycarbonyl-3-pyridyl]-2-methyl-phenoxy]ethyl]pyrrolidin-1-yl]acetic acid S1C(=NC2=C1C=CC=C2)NC(=O)C=2C=CC=C1CCN(CC21)C2=CC=C(C(=N2)C(=O)OC(C)(C)C)C=2C(=C(OCC[C@@H]1CN(CC1)CC(=O)O)C=CC2)C